arsine phosphate P(=O)(O)(O)O.[AsH3]